COCC=1N(C(=NN1)[C@@H]1CC[C@H](CC1)OC1=NC=CN=C1)C1=CC=C(C=C1)C trans-2-[4-[5-(Methoxymethyl)-4-(4-methylphenyl)-1,2,4-triazol-3-yl]cyclohexyl]oxypyrazin